O[C@@H]1CC(NC1)=O (R)-4-hydroxypyrrolidin-2-one